5-(phenylthio)thiazole C1(=CC=CC=C1)SC1=CN=CS1